N-(6-(2,4-Dimethoxypyrimidin-5-yl)-4-(2-(fluoromethyl)cyclopropyl)pyridazin-3-yl)-1,1-diphenylmethaneimine COC1=NC=C(C(=N1)OC)C1=CC(=C(N=N1)N=C(C1=CC=CC=C1)C1=CC=CC=C1)C1C(C1)CF